FC1=C(CN2C(NC(N=C2)=O)=O)C=C(C(=C1)F)F (2,4,5-trifluorobenzyl)-1,3,5-triazine-2,4(1H,3H)-dione